4-(2H-tetrazol-2-yl)aniline methyl-3,4-diamino-2-chlorobenzoate COC(C1=C(C(=C(C=C1)N)N)Cl)=O.N=1N(N=NC1)C1=CC=C(N)C=C1